FC=1C=C(C=C(C1OC)F)B(O)O (3,5-difluoro-4-methoxyphenyl)boronic acid